(R)-1-(3-chloro-4-(6-(1-methylcyclopropoxy)-9-((4-methylpyridin-2-yl)methyl)-9H-purin-8-yl)benzoyl)pyrrolidine-3-carbonitrile ClC=1C=C(C(=O)N2C[C@@H](CC2)C#N)C=CC1C=1N(C2=NC=NC(=C2N1)OC1(CC1)C)CC1=NC=CC(=C1)C